CC1=NC=CC(=C1CN1C[C@@](CC1)([C@H](C(F)(F)F)O)CCC1=CC=C(C#N)C=C1)C |o1:13| 4-(2-((R)-1-((2,4-dimethylpyridin-3-yl)methyl)-3-((R or S)-2,2,2-trifluoro-1-hydroxyethyl)pyrrolidin-3-yl)ethyl)benzonitrile